C(#N)C=1C=C(C=NC1)C1=CC=C(C=C1)NC(C(C)(C)C1=NC(=NC=C1)NS(=O)(=O)C1CC1)=O N-(4-(5-cyanopyridin-3-yl)phenyl)-2-(2-(cyclopropanesulfonamido)pyrimidin-4-yl)-2-methylpropanamide